C(C)(C)(C)OC(=O)N1[C@@H](CN(CC1)C1=CC(=C(C=C1)N)O)C.N1(CCCC2=CC=CC=C12)S(=O)(=O)C=1C=C(C(=O)NCC=2C=NC=CC2)C=CC1 3-((3,4-dihydro-quinolin-1(2H)-yl)sulfonyl)-N-(pyridin-3-ylmethyl)benzamide tert-Butyl-(2R)-4-(4-amino-3-hydroxyphenyl)-2-methylpiperazine-1-carboxylate